ClC1=NC(=NC=C1F)OC1CCNCC1 4-(4-chloro-5-fluoro-2-pyrimidyloxy)piperidine